N[C@@]1(CN(CC1)C1=C(C=NC(=C1C1=CC(=CC(=C1)F)F)C)C(=O)NC(CO)C1CC1)C 4-[(3S)-3-amino-3-methylpyrrolidin-1-yl]-N-(1-cyclopropyl-2-hydroxyethyl)-5-(3,5-difluorophenyl)-6-methylpyridine-3-carboxamide